(6-chloroimidazo[1,2-a]pyrimidin-3-yl)[(3R,3'R)-3'-hydroxy-1,4-dihydro-1'H,2H-spiro[isoquinoline-3,4'-piperidin]-1'-yl]methanone ClC=1C=NC=2N(C1)C(=CN2)C(=O)N2C[C@H]([C@@]1(CC2)NCC2=CC=CC=C2C1)O